5-bromo-4'-(hydroxymethyl)-[1,1'-biphenyl]-2-carbonitrile BrC1=CC=C(C(=C1)C1=CC=C(C=C1)CO)C#N